C(C)(C)(C)OC(=O)C1=NN(C=C1)C(=O)N1CCN(CC1)CC1=CC(=CC(=C1)OC1=CC=C(C=C1)Cl)Cl 1-(4-(3-chloro-5-(4-chlorophenoxy)benzyl)piperazine-1-carbonyl)-1H-pyrazole-3-carboxylic acid tert-butyl ester